O(C)C(C)(C(C)(C)OC)C 2,3-dimethoxyl-2,3-dimethylbutane